ON1C(CC(CC1(C)C)=O)(C)C 1-Oxyl-2,2,6,6-tetramethylpiperidine-4-one